N=1C=C(N2C1C=CC=C2)CC(=O)NC2CCC(CC2)NC2=CC(=NC1=CC=C(C=C21)Cl)C(F)(F)F 2-{imidazo[1,2-a]pyridin-3-yl}-N-[(1s,4s)-4-{[6-chloro-2-(trifluoromethyl)quinolin-4-yl]amino}cyclohexyl]acetamide